N1=CC=C(C2=CC=CC=C12)CN1CC(OCC1)C1=CC=CC(=N1)C1=CC=C(C(=O)N)C=C1 4-(6-(4-(quinolin-4-ylmethyl)morpholin-2-yl)pyridin-2-yl)benzamide